C(=C)O[Sb](OC=C)OC=C tris(ethenyloxy)stibane